FC1=C(C=CC(=C1)OC)C1=CC(=C(N=N1)NC1C[C@@H]2[C@@H](CN(C2)CC2CCOCC2)C1)C(F)(F)F (3aR,5s,6aS)-N-(6-(2-fluoro-4-methoxyphenyl)-4-(trifluoromethyl)pyridazin-3-yl)-2-((tetrahydro-2H-pyran-4-yl)methyl)octahydro-cyclopenta[c]pyrrol-5-amine